(4R)-4-methyl-5-nonene C[C@H](CCC)C=CCCC